C(C=C)(=O)O.C(=C)[Si](OC)(OC)OC vinyl-trimethoxysilane acrylate